C(C)(C)(C)OC(=O)N1CCN(CC1)CCNS(=O)(=O)C1=CC(=C(C=C1)NC1CCCCC1)NCC1=CC=NC=C1 4-(2-((4-(cyclohexylamino)-3-((pyridin-4-ylmethyl)amino)phenyl)sulfonylamino)ethyl)piperazine-1-carboxylic acid tert-butyl ester